methyl 5-(8-(3-(tetrahydro-2H-pyran-4-yl)-4,5,6,7-tetrahydro-1H-pyrazolo[3,4-c]pyridin-1-yl)isoquinolin-3-yl)picolinate O1CCC(CC1)C1=NN(C=2CNCCC21)C=2C=CC=C1C=C(N=CC21)C=2C=CC(=NC2)C(=O)OC